CC(C)CC(CC(C)(O)C)O 2,6-dimethyl-4,6-heptanediol